FC(OC1=CC(=NN1)NC1=NC(=CN=C1)O[C@H]1[C@@H]([C@@H]2CC[C@H](C1)N2C)C)F N-(5-(difluoromethoxy)-1H-pyrazol-3-yl)-6-(((1S,2R,3R,5R)-2,8-dimethyl-8-azabicyclo[3.2.1]octan-3-yl)oxy)pyrazin-2-amine